3-(4-allyloxyphenyl)-3-(4-morpholinophenyl)-7-methoxy-11-phenyl-13,13-dimethyl-3H,13H-indeno[2',3':3,4]naphtho[1,2-b]pyran C(C=C)OC1=CC=C(C=C1)C1(C=CC2=C(O1)C=1C=CC(=CC1C1=C2C(C2=CC(=CC=C21)C2=CC=CC=C2)(C)C)OC)C2=CC=C(C=C2)N2CCOCC2